BrC=1C(=CC2=C(C1)C=1N(N=C(C1OCC2)C(=O)N(C)C(C)(C)C)C2=CC(=CC(=C2)Cl)Cl)OC 9-bromo-N-tert-butyl-1-(3,5-dichlorophenyl)-8-methoxy-N-methyl-5,6-dihydro-[3]benzoxepino[5,4-c]pyrazole-3-carboxamide